C(C)(C)(C)OC(=O)N1CCC2(CC(N(C2)C(=O)OCC2=CC=CC=C2)CF)CC1 3-(fluoromethyl)-2,8-diazaspiro[4.5]decane-2,8-dicarboxylic acid 2-benzyl 8-tert-butyl ester